ClC=1C=C2C=NC(=NC2=CC1)NC=1C=NN(C1Cl)C1CC1 6-chloro-2-[(5-chloro-1-cyclopropyl-1H-pyrazol-4-yl)amino]quinazolin